N1C=NC(=C1)CC=1OC(=NN1)C=1C=C2C(=C(NC2=CC1)C1=CC(=C(C=C1)OC)OC)C(C)C 2-((1H-imidazol-4-yl)methyl)-5-(2-(3,4-dimethoxyphenyl)-3-isopropyl-1H-indol-5-yl)-1,3,4-oxadiazole